2-(4-cyclopropyl-6-methoxy-pyrimidin-5-yl)-N6-methyl-N4-(4-(1-methyl-4-(trifluoromethyl)-1H-imidazol-2-yl)benzyl)-5,6,7,8-tetrahydroquinazoline-4,6-diamine C1(CC1)C1=NC=NC(=C1C1=NC=2CCC(CC2C(=N1)NCC1=CC=C(C=C1)C=1N(C=C(N1)C(F)(F)F)C)NC)OC